C(C)OS(=O)(=O)O.S(=O)(=O)(OC)O methyl sulfate ethyl-sulfate